di(1-pentyl) phenyl phosphate P(=O)(OCCCCC)(OCCCCC)OC1=CC=CC=C1